2-(cyclopropyloxy)-5-(4,4,5,5-tetramethyl-1,3,2-dioxaborolan-2-yl)pyridine C1(CC1)OC1=NC=C(C=C1)B1OC(C(O1)(C)C)(C)C